methyl 2-(3-amino-4-methoxy-4-oxobut-1-yn-1-yl)-4-(4-aminobutanamido)benzoate NC(C#CC1=C(C(=O)OC)C=CC(=C1)NC(CCCN)=O)C(=O)OC